BrC=1C=CC2=C(C1)OCC1=C2N=C(S1)NC(=O)C=1C(=NC=NC1OC)OC N-(7-bromo-4H-chromeno[4,3-d]thiazol-2-yl)-4,6-dimethoxypyrimidine-5-carboxamide